C1(C(CC=CC1)C(=O)[O-])C(=O)[O-] 4-Cyclohexene-1,2-dicarboxylate